C1(CCCCC1)CN1C(C(=CC2=C1N=C(N=C2)S(=O)C)C#N)=O 8-(cyclohexylmethyl)-2-(methylsulfinyl)-7-oxo-7,8-dihydropyrido[2,3-d]pyrimidine-6-carbonitrile